O=C1NC(CCC1N1C(C2=CC=CC(=C2C1=O)OCC(=O)NCCCCCCC#C)=O)=O 2-{[2-(2,6-dioxopiperidin-3-yl)-1,3-dioxo-2,3-dihydro-1H-isoindol-4-yl]oxy}-N-(oct-7-yn-1-yl)acetamide